2-[(1S)-5-[2-Chloro-4-[(E)-3-oxo-3-phenylprop-1-enyl]phenoxy]-2,3-dihydro-1H-inden-1-yl]acetic acid ClC1=C(OC=2C=C3CC[C@H](C3=CC2)CC(=O)O)C=CC(=C1)\C=C\C(C1=CC=CC=C1)=O